C1(=CC=CC=C1)[SiH2]OCC(OC1=CC=CC=C1)OC1=CC=CC=C1 phenyl-diphenoxyethoxysilane